fluoro-4-hydroxybenzaldehyde FC1=C(C=O)C=CC(=C1)O